FC=1C=C(C=C2C=C(N=CC12)NC(CN1CCCCC1)=O)C=1C=NN(C1)C([2H])([2H])[2H] N-(8-fluoro-6-(1-(methyl-d3)-1H-pyrazol-4-yl)isoquinolin-3-yl)-2-(piperidin-1-yl)acetamide